O=C1N(C=2C(=NC=CC2)N1)C1CCN(CC1)C(=O)O[C@@H]1CC[C@H]([C@@H](C=2C1=NC=CC2)N)C2=C(C(=CC=C2)F)F (5S,6S,9R)-5-amino-6-(2,3-difluorophenyl)-6,7,8,9-tetrahydro-5H-cyclohepta[b]pyridin-9-yl 4-(2-oxo-2,3-dihydro-1H-imidazo[4,5-b]pyridin-1-yl)piperidine-1-carboxylate